C(CCCCCCCCCCCC)F monotridecyl fluoride